ClC1=C(C(=O)NCC(N2CCC(CC2)COC2=NC=3N(C=C2)N=CC3)C3=C(N=CS3)C(F)F)C(=CC=C1)F 2-Chloro-N-{2-[4-(difluoromethyl)-1,3-thiazol-5-yl]-2-[4-({pyrazolo[1,5-a]pyrimidin-5-yloxy}methyl)piperidin-1-yl]ethyl}-6-fluorobenzamid